BrC=1C=C2C=NN(C2=CC1)C 5-bromo-N-methyl-1H-indazole